(R)-N-(cyanamido(5-(2-hydroxypropan-2-yl)thiazol-2-yl)(oxo)-λ6-sulfaneylidene)-2-(4-cyano-2,6-diisopropylphenyl)acetamide N(C#N)[S@@](=NC(CC1=C(C=C(C=C1C(C)C)C#N)C(C)C)=O)(=O)C=1SC(=CN1)C(C)(C)O